NC(C)C1=NC(=CC2=C1CN(C2=O)C2=NC(=CC=C2)C2=NN=CN2CC)N2[C@@H](CCC2)C 4-[(1ξ)-1-aminoethyl]-2-[6-(4-ethyl-4H-1,2,4-triazol-3-yl)pyridin-2-yl]-6-[(2R)-2-methylpyrrolidin-1-yl]-2,3-dihydro-1H-pyrrolo[3,4-c]pyridin-1-one